methyl (R)-1-(4-(3-(2,6-dichlorophenyl)azetidin-1-yl)benzyl)pyrrolidine-3-carboxylate ClC1=C(C(=CC=C1)Cl)C1CN(C1)C1=CC=C(CN2C[C@@H](CC2)C(=O)OC)C=C1